C(CCC)OC(=O)C=1C=C(C=2C3=CC=C(C=4C(=CC(=C(C5=CC=C(C1C52)C(=O)O)C43)[N+](=O)[O-])C(=O)O)C(=O)O)NC(C)=O 1-acetamido-7-nitro-3,4,9,10-perylenetetracarboxylic acid n-butyl ester